ethyl 2-(2-(4-(2-(2-(((5s,8s)-4-(benzyloxy)-3-mesityl-2-oxo-1-oxaspiro[4.5]dec-3-en-8-yl)oxy)ethoxy)ethyl)piperazin-1-yl)ethoxy)acetate C(C1=CC=CC=C1)OC1=C(C(OC12CCC(CC2)OCCOCCN2CCN(CC2)CCOCC(=O)OCC)=O)C2=C(C=C(C=C2C)C)C